OCCN(CCCCCCCC(=O)OC(CCCCCCCCF)CCCCCCCC)CCCCCC(=O)OCCCCCCCCC 9-fluoro-1-octylnonyl 8-{(2-hydroxyethyl)[5-(nonyloxycarbonyl)pentyl]amino}octanoate